[Na].NC1=CC(=C(C=C1)C(CCCC)O)C1=NN=NN1 1-(4-Amino-2-(1H-tetrazol-5-yl)phenyl)pentan-1-ol sodium salt